chloroglucose C([C@H]([C@H]([C@@H]([C@H](C(=O)Cl)O)O)O)O)O